methyl 3-[2-chloro-5-(trifluoromethyl)pyrimidin-4-yl]-1H-indole-6-carboxylate ClC1=NC=C(C(=N1)C1=CNC2=CC(=CC=C12)C(=O)OC)C(F)(F)F